C(#N)C1=NC2=CC(=CC(=C2N=C1N1CC(C(C1)OC)(F)F)[C@@H](C)NC1=C(C(=O)O)C=CC=C1)C 2-(((1R)-1-(2-cyano-3-(3,3-difluoro-4-methoxypyrrolidin-1-yl)-7-meth-ylquinoxalin-5-yl)ethyl)amino)benzoic acid